C(C1=CC=CC=C1)S(=O)(=O)OC=1C=C(C=CC1)NC(NC1=CC(=CC=C1)OS(=O)(=O)CC1=CC=CC=C1)=O bis-[3-(benzylsulphonyloxy)phenyl]urea